C(CCCCCCCC)(=O)C(C(O)(C(CCCCCCCC)=O)C(CCCCCCCC)=O)(O)CO trinonoyl-glycerol